6-bromo-3-(4-fluorobenzyl)isobenzofuran-1(3H)-one BrC1=CC=C2C(OC(C2=C1)=O)CC1=CC=C(C=C1)F